N-(8-(cyclopropylamino)-5-(4,4,5,5-tetramethyl-1,3,2-dioxaborolan-2-yl)-2,7-naphthyridin-3-yl)cyclopropanecarboxamide C1(CC1)NC=1N=CC(=C2C=C(N=CC12)NC(=O)C1CC1)B1OC(C(O1)(C)C)(C)C